BrC1=C(C(=CC(=C1)C(F)(F)F)C)C=1C=C2CCN(C(C2=CC1)=O)C=1C=CC(=C(C1)NS(=O)(=O)C)O N-(5-(6-(2-bromo-6-methyl-4-(trifluoromethyl)phenyl)-1-oxo-3,4-dihydroisoquinolin-2(1H)-yl)-2-hydroxyphenyl)methanesulfonamide